C(CN(CC(=O)O)CC(=O)O)N(CC(=O)O)CC(=O)O ethylendiamintetraacetic acid